Cl.C(CCCC(=O)N)(=O)N pentanediamide hydrochloride